5-((2r,5s)-4-isopropyl-2,5-dimethylpiperazin-1-yl)-2-(4-isopropyl-5-(8-methoxy-[1,2,4]triazolo[1,5-a]pyridin-6-yl)-1H-pyrazol-3-yl)thiazole C(C)(C)N1C[C@H](N(C[C@@H]1C)C1=CN=C(S1)C1=NNC(=C1C(C)C)C=1C=C(C=2N(C1)N=CN2)OC)C